2-(2,6-Dioxopiperidin-3-yl)-5-((2-(3-(4-(4-(5-(2-Fluoro-6-methoxyphenyl)-1H-pyrazolo[4,3-d]pyrimidin-3-yl)phenyl)piperazin-1-yl)-3-oxopropoxy)ethyl)amino)isoindolin-1,3-dion O=C1NC(CCC1N1C(C2=CC=C(C=C2C1=O)NCCOCCC(=O)N1CCN(CC1)C1=CC=C(C=C1)C1=NNC2=C1N=C(N=C2)C2=C(C=CC=C2OC)F)=O)=O